tert-butyl 7-[(1-benzyl-3,6-dihydro-2H-pyridin-4-yl)oxy]-2-azaspiro[3.5]nonane-2-carboxylate C(C1=CC=CC=C1)N1CCC(=CC1)OC1CCC2(CN(C2)C(=O)OC(C)(C)C)CC1